C(C1=CC=CC=C1)(C1=CC=CC=C1)N1CCN(CC1)C(CCCCCCCCC(=O)N[C@H](C(=O)N1[C@@H](C[C@H](C1)O)C(=O)NCC1=CC=C(C=C1)C1=C(N=CS1)C)C(C)(C)C)=O (2S,4R)-1-((S)-2-(10-(4-benzhydrylpiperazin-1-yl)-10-oxodecanamido)-3,3-dimethylbutanoyl)-4-hydroxy-N-(4-(4-methylthiazol-5-yl)benzyl)pyrrolidine-2-carboxamide